C(=O)O.ClC=1C=C(C=CC1C(=O)N1CCN(CC1)C(=O)[C@H]1CNCC1)NC(=O)C=1N(C(=CN1)C1=C(C(=C(C=C1)OCF)F)F)C N-[3-chloro-4-[4-[(3R)-pyrrolidine-3-carbonyl]piperazine-1-carbonyl]phenyl]-5-[2,3-difluoro-4-(fluoromethoxy)phenyl]-1-methyl-imidazole-2-carboxamide formate